FC(C=1C(=C(C=CC1)[C@@H](C)NC(=O)C=1C=C(C=C2C=NNC12)C=1CCNCC1)F)F N-[(1R)-1-[3-(difluoromethyl)-2-fluoro-phenyl]ethyl]-5-(1,2,3,6-tetrahydropyridin-4-yl)-1H-indazole-7-carboxamide